Dioctyl sulfosuccinate potassium salt [K+].S(=O)(=O)([O-])C(C(=O)OCCCCCCCC)CC(=O)OCCCCCCCC